N-methylphenyl-imidazole CN1C(=NC=C1)C1=CC=CC=C1